1-(tert-Butyl)-3-methyl-6-(phenylsulfonyl)-3,6-dihydroimidazo[4,5-d]pyrrolo[2,3-b]pyridin C(C)(C)(C)N1CN(C=2C1=C1C(=NC2)N(C=C1)S(=O)(=O)C1=CC=CC=C1)C